CN(C)C.Cl The molecule is a hydrochloride salt formed by reaction of equimolar amounts of trimethylamine and hydrogen chloride. It contains a trimethylammonium.